C1N(CC2C1CC=C2)C(=O)[O-] 3,3a,6,6a-tetrahydro-1H-cyclopenta[c]pyrrole-2-carboxylate